FC(C=1C=C(N)C=CC1)F 3-(difluoro-methyl)aniline